(E)-3-(6-((tetrahydro-2H-pyran-4-yl)oxy)pyridin-3-yl)acrylic acid O1CCC(CC1)OC1=CC=C(C=N1)/C=C/C(=O)O